1-(2-((R)-1-(5-(1-isopropyl-3-methyl-2-oxo-2,3-dihydro-1H-imidazo[4,5-c]cinnolin-8-yl)pyridin-2-yl)ethoxy)ethyl)-3-methylpyrrolidine-3-carbonitrile C(C)(C)N1C(N(C=2N=NC=3C=CC(=CC3C21)C=2C=CC(=NC2)[C@@H](C)OCCN2CC(CC2)(C#N)C)C)=O